C(C1=CC=CC=C1)OC[C@H]1[C@@H](C1)COC1=C(C=CC(=N1)C(=O)NC(C(=O)N[C@H](CO)CC(C)C)(CC)CC)N1CC(C1)F trans-2-[(6-{[2-[(benzyloxy)methyl]cyclopropyl]methoxy}-5-(3-fluoroazetidin-1-yl)pyridin-2-yl)formamido]-2-ethyl-N-[(2S)-1-hydroxy-4-methylpentan-2-yl]butanamide